CN=S(=O)(C)C=1C=C(C=CC1)NC(=O)C1=C(N=NC(=C1)C(F)(F)F)OC1=C(C=C(C=C1)OCF)C N-(3-(N,S-dimethylsulfonimidoyl)phenyl)-3-(4-(fluoromethoxy)-2-methylphenoxy)-6-(trifluoromethyl)pyridazine-4-carboxamide